2'-((3-chloro-1H-pyrazol-4-yl)amino)-7'-((1R,3R)-3-hydroxycycloheptyl)spiro[cyclopropane-1,5'-pyrrolo[2,3-d]pyrimidin]-6'(7'H)-one ClC1=NNC=C1NC=1N=CC2=C(N1)N(C(C21CC1)=O)[C@H]1C[C@@H](CCCC1)O